4-[4-({[1-methyl-3-(trifluoromethyl)-1H-pyrazol-5-yl]oxy}methyl)pyridin-2-yl]2-methylbenzamide CN1N=C(C=C1OCC1=CC(=NC=C1)C1=CC(=C(C(=O)N)C=C1)C)C(F)(F)F